BrC=1C(=C2CN(C(NC2=CC1)=O)CC(=O)OC(C)(C)C)F tert-butyl 2-(6-bromo-5-fluoro-2-oxo-1,4-dihydroquinazolin-3-yl)acetate